NC1(CC1)C#N 1-aminocyclopropane-1-carbonitrile